C(C)OC(=O)C1CCN(C2=C1NC=1C=CC(=CC21)Cl)C 8-chloro-1-methyl-2,3,4,5-tetrahydropyrido[3,2-b]indole-4-carboxylic acid ethyl ester